2-(2-Bromo-2-cyclohexylethyl)-6-methylpyridine BrC(CC1=NC(=CC=C1)C)C1CCCCC1